2-methyl-2-[1-[rac-(2R)-2-[[4-(2-chloro-4-fluoro-phenyl)-7-quinolyl]oxy]propanoyl]-3-piperidyl]propanoic acid CC(C(=O)O)(C)C1CN(CCC1)C([C@@H](C)OC1=CC=C2C(=CC=NC2=C1)C1=C(C=C(C=C1)F)Cl)=O |r|